CC(=O)NC1=NC(=O)N(C=C1)[C@H]2[C@@H]([C@@H]([C@H](O2)CO)O)O N-Acetylcytidine